NC1=C(SC=2N=C(N=C(C21)C)C)C(=O)NC2CC=1C=CC(=NC1CC2)N2CC(C(C2)NC)C(F)F 5-amino-N-{2-[3-(difluoromethyl)-4-(methylamino)pyrrolidin-1-yl]-5,6,7,8-tetrahydroquinolin-6-yl}-2,4-dimethylthieno[2,3-d]pyrimidine-6-carboxamide